C(=O)OC1=C(C(=CC(=C1)C)F)C=1C=2N(C(=NN1)N[C@H]1CN(CCC1)CC(F)F)C=CC2 2-(4-{[(3R)-1-(2,2-difluoroethyl)piperidin-3-yl]amino}pyrrolo[1,2-d][1,2,4]triazin-1-yl)-3-fluoro-5-methylphenol formate